COC1=CC=C(C=C1)C=CC(CC)=O 1-(4-Methoxyphenyl)-1-penten-3-one